3-((3-butyl-5-(4-fluorophenyl)-3-methyl-7-(methylsulfanyl)-1,1-dioxo-2,3,4,5-tetrahydro-1,5-benzothiazepin-8-yl)oxy)-2-hydroxypropionic acid methyl ester COC(C(COC1=CC2=C(N(CC(CS2(=O)=O)(C)CCCC)C2=CC=C(C=C2)F)C=C1SC)O)=O